CC1C2=C3C=4CN=C3C[C@H]1C[C@H](C(C2)C(=O)OC)N=CC4 Methyl (6R,10R)-9-methyl-6,7,8,9,10,11-hexahydro-2H-6,10-methanoazonino[4,5,6-cd]indole-7-carboxylate